1-((R)-2-((3R,5R,8R,9S,10S,13S,14S,17S)-3-(ethoxymethyl)-3-hydroxy-10,13-dimethylhexadecahydro-1H-cyclopenta[a]phenanthren-17-yl)-2-hydroxypropyl)-1H-pyrazole-4-carbonitrile C(C)OC[C@]1(CC[C@@]2([C@H]3CC[C@@]4([C@H](CC[C@H]4[C@@H]3CC[C@@H]2C1)[C@@](CN1N=CC(=C1)C#N)(C)O)C)C)O